C1=CC(=CC=C1NC2=CC=C(C=C2)[N+](=O)[O-])N=C=S The molecule is an isothiocyanate that is phenyl isothiocyanate in which the hydrogen at the para- position has been replaced by a 4-nitroanilinyl group. It has a role as a schistosomicide drug. It is a C-nitro compound, an isothiocyanate and a secondary amino compound. It derives from a diphenylamine.